triisopropyl-(trifluoromethylsulfonyloxy)-silane C(C)(C)[Si](OS(=O)(=O)C(F)(F)F)(C(C)C)C(C)C